Mono-adenosine diphosphate P(O)(=O)(OP(=O)(O)O)OC[C@@H]1[C@H]([C@H]([C@@H](O1)N1C=NC=2C(N)=NC=NC12)O)O